N-(2-chloro-3'-(7-cyano-5-(2-hydroxypropan-2-yl)benzo[d]oxazol-2-yl)-2'-methyl-[1,1'-biphenyl]-3-yl)-1,5-dimethyl-4,5,6,7-tetrahydro-1H-imidazo[4,5-c]pyridine-2-carboxamide ClC1=C(C=CC=C1NC(=O)C=1N(C2=C(CN(CC2)C)N1)C)C1=C(C(=CC=C1)C=1OC2=C(N1)C=C(C=C2C#N)C(C)(C)O)C